5-(quinolin-6-ylmethylene)-3,5-dihydro-4H-imidazol-4-one N1=CC=CC2=CC(=CC=C12)C=C1C(NC=N1)=O